CC1=NNC(=C1C1=CC=C2C=C(NC2=C1)C(=O)N1C[C@H](CC1)C(=O)NC1=CC(=C(C(=C1)F)F)F)C (S)-1-(6-(3,5-dimethyl-1H-pyrazol-4-yl)-1H-indole-2-carbonyl)-N-(3,4,5-trifluorophenyl)pyrrolidine-3-carboxamide